N-oleoylsarcosine-octadecylamine salt C(CCCCCCCCCCCCCCCCC)N.C(CCCCCCC\C=C/CCCCCCCC)(=O)N(C)CC(=O)O